C1=C(C=C2C=CC3=CC=CC4=CC=C1C2=C34)C=O pyrene-2-aldehyde